2-methyl-2-morpholinyl-1-(4-methylthiophenyl)propane-1-one CC(C(=O)C=1SC=C(C1)C)(C)N1CCOCC1